ClC=1N=C(C=2N(C1)N=CC2)O[C@@]2([C@@H]1CCN([C@@H]1C2)C(=O)OC(C)(C)C)C |r| racemic-tert-butyl (1R,5R,6S)-6-((6-chloropyrazolo[1,5-a]pyrazin-4-yl)oxy)-6-methyl-2-azabicyclo[3.2.0]heptane-2-carboxylate